O[C@H](C(=O)OCCCC)CC (S)-n-butyl 2-hydroxybutyrate